7-Bromo-4-chloroquinoline-3-carboxylic acid ethyl ester C(C)OC(=O)C=1C=NC2=CC(=CC=C2C1Cl)Br